[Bi]=[Te].[Li] lithium bismuth telluride